Magnesio Oxide [MgH]O[MgH]